CC(CNC(=O)[C@@H]1C(NCC1)=O)(C)OC1OCCCC1 (S)-pyrrolidone-3-carboxylic acid [2-methyl-2-(tetrahydro-pyran-2-yloxy)-propyl]-amide